2-methoxy-4-(6-(4-(2-cyclopentylacetamido)thiophen-2-yl)pyrazin-2-yl)-N-(1-methyl-1H-tetrazol-5-yl)benzamide COC1=C(C(=O)NC2=NN=NN2C)C=CC(=C1)C1=NC(=CN=C1)C=1SC=C(C1)NC(CC1CCCC1)=O